NC(C)(C)C1=CC=C(C=C1)[C@@H]1[C@H](C1)CC1=NN2C(=NC=3C(=CC(=CC3C2=N1)F)F)N 2-(((1R,2S)-2-(4-(2-aminopropan-2-yl)phenyl)cyclopropyl)methyl)-7,9-difluoro-[1,2,4]triazolo[1,5-c]quinazolin-5-amine